N-(3-(1H-1,2,4-triazol-1-yl)propyl)-1-phenyl-9H-carbazol-3-amine N1(N=CN=C1)CCCNC=1C=C(C=2NC3=CC=CC=C3C2C1)C1=CC=CC=C1